CC(C(=O)[O-])(CCCC)C.[Sn+2].CC(C(=O)[O-])(CCCC)C tin(II) dimethylhexanoate